O=S1NCCC1 1-oxo-4,5-dihydro-3H-isothiazol